methyl-(7S)-2-benzyl-7-methyl-3-(2-methylpiperidin-4-yl)-3,7,8,9-tetrahydro-6H-imidazo[4,5-f]quinoline CC1=C2C(=C3CC[C@@H](NC3=C1)C)N=C(N2C2CC(NCC2)C)CC2=CC=CC=C2